OCCNCC 2-hydroxyethyl-ethylamine